tert-butyl 7-({1-[(benzyloxy)carbonyl]piperidin-4-yl}methyl)-2,7-diazaspiro[3.5]nonane-2-carboxylate C(C1=CC=CC=C1)OC(=O)N1CCC(CC1)CN1CCC2(CN(C2)C(=O)OC(C)(C)C)CC1